2-[4-(chloromethyl)-2-azabicyclo[2.1.1]hex-2-yl]-N-(5-cyclopropyl-1H-pyrazol-3-yl)pyrimidin-4-amine ClCC12CN(C(C1)C2)C2=NC=CC(=N2)NC2=NNC(=C2)C2CC2